tert-butyl (2R,4R)-4-amino-2-methyl-pyrrolidine-1-carboxylate N[C@@H]1C[C@H](N(C1)C(=O)OC(C)(C)C)C